FC1=CC(=CC=2N(C(=NC21)C)C(C)C)C2=NC(=NC=C2C#N)SC (4-fluoro-1-isopropyl-2-methyl-1H-benzo[d]imidazol-6-yl)-2-(methylthio)pyrimidine-5-carbonitrile